[Br-].[Br-].C1=CC=CCCCC1.[Pd+2] Palladium cyclooctadiene dibromide